ClCCN1C=NC=2N=C(NC(C12)=O)N 7-(2-chloroethyl)-guanine